4-Methylpentene acrylate C(C=C)(=O)O.CC(CC=C)C